IC=1C2=C(N(C3=C(N1)C=C(C=C3)OC)C)C=CC=C2 11-iodo-8-methoxy-5-methyl-5H-dibenzo[b,e][1,4]diazepine